BrC1=CC2=C(N=C(S2)N)C=C1 6-bromo-benzothiazol-2-ylamine